1H-pyrrolo[2,3-C]pyridine-5-carboxylic acid N1C=CC=2C1=CN=C(C2)C(=O)O